ClC1=CC=C(C[C@]2(CNCCC2)N(C([C@H](CO)NC(OCC=C)=O)=O)C)C=C1 Allyl ((S)-1-(((R)-3-(4-chlorobenzyl)piperidin-3-yl)(methyl)amino)-3-hydroxy-1-oxopropan-2-yl)carbamate